(ethane-2,1-diyl) bis(4-methylbenzenesulfonate) CC1=CC=C(C=C1)S(=O)(=O)OCCOS(=O)(=O)C1=CC=C(C=C1)C